C[Si](C)(C)OC(C)(C)C tertiary butyl trimethylsilyl ether